5-p-methylphenyl-2-phenylmercapto-1,3,4-oxadiazole CC1=CC=C(C=C1)C1=NN=C(O1)SC1=CC=CC=C1